(Exo)-4-(2-fluoro-5-hydroxyphenyl)-5-hexyl-3a-(1-phenylvinyl)-1,2,3,3a,6,6a-hexahydropentalen-1-ol FC1=C(C=C(C=C1)O)C=1C2(CCC(C2CC1CCCCCC)O)C(=C)C1=CC=CC=C1